NC=1C(=C(C(=C(C1)C1=CC=CC=C1)S(=O)(=O)N)S(=O)(=O)N)N diaminobiphenyl-disulfonamide